(methylcarbamoyl)pyrimidin CNC(=O)C1=NC=CC=N1